2-(6-Chloro-benzothiazol-2-ylamino)-1-(2-methoxy-ethyl)-1H-benzoimidazole-5-carboxylic acid dimethylcarbamoylmethyl-amide CN(C(=O)CNC(=O)C1=CC2=C(N(C(=N2)NC=2SC3=C(N2)C=CC(=C3)Cl)CCOC)C=C1)C